Cl.FC1=C(N)C=C(C=C1)F 2,5-difluoroaniline hydrochloride